C(=O)(OC(C)(C)C)N1CC2=CC(=CC=C2CC1)C(=O)O 2-(Boc)-1,2,3,4-tetrahydroisoquinoline-7-carboxylic acid